C([C@@H]([C@@H]([C@H](C(=O)[O-])O)O)O)O The molecule is conjugate base of L-arabinonic acid. It is a conjugate base of a L-arabinonic acid. It is an enantiomer of a D-arabinonate.